CN1N=C(C2=CC=C(C=C12)N1CCC2(OCCO2)CC1)C1C(NC(CC1)=O)=O 3-(1-methyl-6-(1,4-dioxa-8-azaspiro[4.5]decan-8-yl)-1H-indazol-3-yl)piperidine-2,6-dione